6-(4-((1H-indazol-5-yl)amino)thieno[2,3-d]pyrimidin-2-yl)-N-isopropyl-1H-indole N1N=CC2=CC(=CC=C12)NC=1C2=C(N=C(N1)C1=CC=C3C=CN(C3=C1)C(C)C)SC=C2